C(C)NC=1C=C(C=CC1C1=NN=NN1)C1=CC(=NC=N1)NCCN1C(=CC2=C(C=CC=C12)OC)C {6-[3-Ethylamino-4-(1H-tetrazol-5-yl)-phenyl]-pyrimidin-4-yl}[2-(4-methoxy-2-methylindol-1-yl)-ethyl]-amin